BrC1=CC2=C(C=C1)C1=CC=CC=C1C21CC(C2=C(C=CC(=C12)C)C)(C)C 2-bromo-3',3',4',7'-tetramethyl-2',3'-dihydro-spiro-[fluorene-9,1'-indene]